N-(4-((S)-2-(3,4-Dichlorophenyl)propyl)-6-(((R)-1-hydroxy-4-methylpentan-2-yl)amino)-1,3,5-triazin-2-yl)methanesulfonamide ClC=1C=C(C=CC1Cl)[C@H](CC1=NC(=NC(=N1)N[C@@H](CO)CC(C)C)NS(=O)(=O)C)C